Natrium chloro((p-nitrophenyl)sulfonyl)amid Cl[N-]S(=O)(=O)C1=CC=C(C=C1)[N+](=O)[O-].[Na+]